The molecule is an aromatic ether that is aniline in which the hydrogen at position 4 is replaced by an ethoxy group. It is a hydrolysis metabolite of phenacetin. It has a role as a drug metabolite. It is a substituted aniline, an aromatic ether and a primary amino compound. CCOC1=CC=C(C=C1)N